CN(C=1C(C(C(=CC1)C1=CC=CC=C1)=C1SC2=C(N1)C=CC=C2)C2=CC=CC=C2)C 2-(p-dimethylaminophenylbiphenylylidene)-benzothiazole